O1C(=CC=C1)C1=C(N=C(O1)C1=CC=CC=C1)C1=C(C=C(C=C1C)C)C 5-(Furan-2-yl)-4-mesityl-2-phenyloxazole